COC1=CC2=CC3=C(C(=C2C(=C1C4=C(C5=C(C6=C(C[C@H](OC6=O)C[C@@H](C[C@@H](CCCCCO)O)O)C=C5C=C4OC)O)O)O)O)C(=O)O[C@@H](C3)C[C@@H](C[C@@H](CCCCCO)O)O The molecule is a binaphthopyran resulting from the oxidative coupling at position 8 of two molecules of monapinone E. It is a binaphthopyran and a naphtho-alpha-pyrone. It derives from a monapinone E.